rac-(1S*,2S*)-2-(2-chloro-6-methoxypyridin-4-yl)-N-(6-(((6-cyclopropylimidazo[1,2-a]pyridin-2-yl)methyl)amino)pyrimidin-4-yl)cyclopropane-1-carboxamide ClC1=NC(=CC(=C1)[C@@H]1[C@H](C1)C(=O)NC1=NC=NC(=C1)NCC=1N=C2N(C=C(C=C2)C2CC2)C1)OC |r|